4-(((1r,4R)-4-(3,5-bis(difluoromethyl)-1H-pyrazol-1-yl)cyclohexyl)amino)-6-(3-cyanopyrrolo[1,2-b]pyridazin-7-yl)-N-((R)-2-fluoro-3-hydroxy-3-methylbutyl)nicotinamide FC(C1=NN(C(=C1)C(F)F)C1CCC(CC1)NC1=CC(=NC=C1C(=O)NC[C@H](C(C)(C)O)F)C1=CC=C2N1N=CC(=C2)C#N)F